FC1=CC=C(C=C1)N1C(N(C=C(C1=O)C(=O)NC1=NC=C(C=C1)OC1=CC=NC2=CN=C(C=C12)N1CCN(CC1)C1COC1)C(C)C)=O 3-(4-fluorophenyl)-1-isopropyl-N-[5-[[6-[4-(oxetan-3-yl)piperazin-1-yl]-1,7-naphthyridin-4-yl]oxy]-2-pyridyl]-2,4-dioxo-pyrimidine-5-carboxamide